ClC1=C(C=CC=C1)[C@@H]1C[C@@H](C=2N1N=C(N2)[S@](=O)CF)F (5S,7S)-5-(2-chlorophenyl)-7-fluoro-2-[(S)-fluoromethylsulfinyl]-6,7-dihydro-5H-pyrrolo[1,2-b][1,2,4]triazole